C[C@]12CC[C@H]3[C@H]([C@@H]1CC[C@@H]2O)CCC4=C3C=CC(=C4)OC(=O)C5=CC=CC=C5 17β-estradiol 3-benzoate